7-ethynyl-2,3-dihydro-1H-pyrido[2,3-b][1,4]oxazine C(#C)C1=CC2=C(OCCN2)N=C1